(2S,3R,4S,5R,6R)-2-(((R)-2-Ethyl-2-hydroxy-1-(3-methylisoxazol-4-yl)butyl)thio)-6-(hydroxymethyl)-4-(4-(3,4,5-trifluorophenyl)-1H-1,2,3-triazol-1-yl)tetrahydro-2H-pyran-3,5-diol C(C)C([C@@H](C=1C(=NOC1)C)S[C@@H]1O[C@@H]([C@@H]([C@@H]([C@H]1O)N1N=NC(=C1)C1=CC(=C(C(=C1)F)F)F)O)CO)(CC)O